ClC1=NC=C(C(=N1)C1=CN=C2N1C=C(C=C2)NC(C2=CC=C(C=C2)F)=O)C N-(3-(2-chloro-5-methylpyrimidin-4-yl)imidazo[1,2-a]Pyridin-6-yl)-4-fluorobenzamide